aluminium-iron-zirconium [Zr].[Fe].[Al]